OC1=C(C=NO)C=C(C=C1)CCCCCCCCC 2-hydroxy-5-nonylbenzaldehyde oxime